CCC(CCC)OCCNCCCC=1NC=CN1 N-(2-(3-hexoxy)ethyl)-3-(imidazolyl)propan-1-amine